IC(C(=O)O)(C)C 2-iodoisobutyric acid